2-methyloct-5,7-dien-3-yn-2-ol CC(C)(C#CC=CC=C)O